ClC=1C=C(C=CC1OC1=CC=CC=C1)N1C(N(C2=C1C=NC=C2)[C@H]2CN(CC2)S(=O)(=O)C=C)=O (R)-3-(3-chloro-4-phenoxyphenyl)-1-(1-(vinyl-sulfonyl)pyrrolidin-3-yl)-1H-imidazo[4,5-c]pyridin-2(3H)-one